diglycolamide-d C(COCC(=O)N[2H])(=O)N